N1(CCOCC1)C[C@H]1N(CC2=CC=CC=C2C1)C(=O)C1=CC=C2CN(CC2=C1)C(=O)N 6-[(3S)-3-(morpholin-4-ylmethyl)-1,2,3,4-tetrahydroisoquinoline-2-carbonyl]-2,3-dihydro-1H-isoindole-2-carboxylic acid amide